1,1'-diethyl-ferrocene C(C)[C-]1C=CC=C1.[C-]1(C=CC=C1)CC.[Fe+2]